C(#N)C1=CC(=CC=2N=C(OC21)C=2C(=C(C=CC2)C2=C(C(=CC=C2)NC=2N=CC=C1C=C(C=NC21)CN[C@@H](CO)C)C)C)CN2C[C@@H](CC2)C (R)-1-((7-Cyano-2-(3'-(3-(((R)-1-hydroxypropan-2-ylamino)methyl)-1,7-naphthyridin-8-ylamino)-2,2'-dimethylbiphenyl-3-yl)benzo[d]oxazol-5-yl)methyl)-3-methylpyrrolidin